CC1=C(C(=O)NC2=C(C=C(C=C2)S(NC(C)C2CCNCC2)(=O)=O)C)C=CC=C1 2-methyl-N-(2-methyl-4-(N-(1-(piperidin-4-yl)ethyl)sulfamoyl)phenyl)benzamide